CN(C=1C=C(CNS(=O)(=O)C2=CC=C(C3=CC=CC=C23)NC(C2=C(C=CC=C2)C)=O)C=CC1)C N-(4-(N-(3-(dimethylamino)benzyl)sulfamoyl)naphthalen-1-yl)-2-methylbenzamide